NCCN1[C@@H](CCC1)COC=1N=C(C2=C(N1)CN(CC2)C2=CC=CC1=CC=CC(=C21)Cl)N2C[C@@H](N(CC2)C(C=C)=O)CC#N 2-[(2S)-4-[2-[[(2S)-1-(2-aminoethyl)pyrrolidin-2-yl]methoxy]-7-(8-chloro-1-naphthyl)-6,8-dihydro-5H-pyrido[3,4-d]pyrimidin-4-yl]-1-prop-2-enoyl-piperazin-2-yl]acetonitrile